(R)-2-(methylthio)-1-((R)-2-(5-(p-tolyl)imidazol-2-yl)piperidin-1-yl)propan-1-one CS[C@@H](C(=O)N1[C@H](CCCC1)C=1NC(=CN1)C1=CC=C(C=C1)C)C